BrC=1C(=CC2=CC=CC=C2C1)N1CC=2N=C(N=C(C2C1)N1CCNCC1)OC[C@H]1N(CCC1)C (S)-6-(3-bromonaphthalen-2-yl)-2-((1-methylpyrrolidin-2-yl)methoxy)-4-(piperazin-1-yl)-6,7-dihydro-5H-pyrrolo[3,4-d]pyrimidine